tert-butyl ((1S,4r)-4-((4-(3,5-dimethylisoxazol-4-yl)-2-((S)-6-oxopiperidine-2-carboxamido)phenyl)amino)cyclohexyl)carbamate CC1=NOC(=C1C1=CC(=C(C=C1)NC1CCC(CC1)NC(OC(C)(C)C)=O)NC(=O)[C@H]1NC(CCC1)=O)C